3-(3-methoxyphenyl)cyclobutan-1-one tert-Butyl-(1S*,5S*,6R*)-6-((tert-butoxycarbonyl)amino)-8-oxa-3-azabicyclo[3.2.1]octane-3-carboxylate C(C)(C)(C)OC(=O)N1C[C@@H]2C[C@H]([C@H](C1)O2)NC(=O)OC(C)(C)C.COC=2C=C(C=CC2)C2CC(C2)=O |o1:9,11,12|